OC1=CC=C(C=C1)NC(=O)C=1C=CN2CCCCC12 N-(4-hydroxyphenyl)-5,6,7,8-tetrahydroindolizine-1-carboxamide